Tert-butyl (1-(1-(N-(tert-butoxycarbonyl)sulfamoyl)-3-(cyanomethyl)azetidin-3-yl)piperidin-4-yl)((1R,2S)-2-phenylcyclopropyl)carbamate C(C)(C)(C)OC(=O)NS(=O)(=O)N1CC(C1)(CC#N)N1CCC(CC1)N(C(OC(C)(C)C)=O)[C@H]1[C@@H](C1)C1=CC=CC=C1